6-((6S,8R)-7-(2-fluoropropyl)-8-methyl-6,7,8,9-tetrahydro-3H-pyrazolo[4,3-f]isoquinolin-6-yl)-N-(1-(3-fluoropropyl)azetidin-3-yl)pyridin-3-amine FC(CN1[C@@H](C2=CC=C3C(=C2C[C@H]1C)C=NN3)C3=CC=C(C=N3)NC3CN(C3)CCCF)C